5-Cyclopropylisoquinolin-8-amine C1(CC1)C1=C2C=CN=CC2=C(C=C1)N